tert-butyl (1S,3S)-1-(4-(cyclopropylcarbamoyl)phenyl)-6-methoxy-3-methyl-3,4-dihydroisoquinoline-2(1H)-carboxylate C1(CC1)NC(=O)C1=CC=C(C=C1)[C@@H]1N([C@H](CC2=CC(=CC=C12)OC)C)C(=O)OC(C)(C)C